4,5-dichloro-2-methoxypropyl-4-isothiazolin-3-one ClC=1C(N(SC1Cl)CC(C)OC)=O